(5-(dimethylamino)-4,5,6,7-tetrahydropyrazolo[1,5-a]pyridin-3-yl)carbamic acid benzyl ester C(C1=CC=CC=C1)OC(NC=1C=NN2C1CC(CC2)N(C)C)=O